N1,N1-dimethyl-N4-[2-(morpholin-4-yl)phenyl]benzene-1,4-disulfonamide CN(S(=O)(=O)C1=CC=C(C=C1)S(=O)(=O)NC1=C(C=CC=C1)N1CCOCC1)C